1-(3-chloro-5-fluorophenyl)-5,5-difluoro-3-((S)-methylsulfinyl)-4,5,6,7-tetrahydro-1H-indol-4-ol ClC=1C=C(C=C(C1)F)N1C=C(C=2C(C(CCC12)(F)F)O)[S@@](=O)C